(5-(2-(1-cyclopropylethyl)-7-(difluoromethoxy)-1-oxoisoindolin-5-yl)-4-methylthiazol-2-yl) carbamate C(N)(OC=1SC(=C(N1)C)C=1C=C2CN(C(C2=C(C1)OC(F)F)=O)C(C)C1CC1)=O